BrC1=C(C(=O)Cl)C(=CC(=C1)C=1C=NN(C1)C)Br 2,6-dibromo-4-(1-methylpyrazol-4-yl)benzoyl chloride